7-bromo-4-chloro-8-fluoro-6-(trifluoromethyl)quinazoline tert-butyl-(S)-2-[(tert-butoxycarbonyl)amino]-3-(5-oxo-4,5-dihydro-1,2,4-oxadiazol-3-yl)propanoate C(C)(C)(C)OC([C@H](CC1=NOC(N1)=O)NC(=O)OC(C)(C)C)=O.BrC1=C(C=C2C(=NC=NC2=C1F)Cl)C(F)(F)F